1-triethoxysilyl-2-bis(dimethylamino)methylsilylethylene C(C)O[Si](C=C[SiH2]C(N(C)C)N(C)C)(OCC)OCC